isobutyrylmethanoate C(C(C)C)(=O)C(=O)[O-]